ClC1=CC=C(C=C1)S(=O)(=O)O p-chlorophenyl-sulfonic acid